4-(cyclobutyloxy)-2-({[(5'S)-3'-oxo-5'-(pyrazin-2-yl)tetrahydro-3'H-spiro[cyclobutane-1,2'-pyrrolo[2,1-b][1,3]oxazol]-3-yl]oxy}methyl)benzonitrile C1(CCC1)OC1=CC(=C(C#N)C=C1)COC1CC2(C(N3C(O2)CC[C@H]3C3=NC=CN=C3)=O)C1